4'-(4''-bromo-[1,1':4',1''-terphenyl]-4-yl)-2,2':6',2''-terpyridine BrC1=CC=C(C=C1)C1=CC=C(C=C1)C1=CC=C(C=C1)C1=CC(=NC(=C1)C1=NC=CC=C1)C1=NC=CC=C1